N1(CCCCCC1)CCOC1=CC2=C(N(C=N2)C2=CC=C(C=C2)NC(=O)NC2=NOC(=C2)C(C)(C)C)C=C1 1-{4-[5-(2-azepan-1-yl-ethoxy)-benzoimidazol-1-yl]-phenyl}-3-(5-tert-butyl-isoxazol-3-yl)-urea